Br.Br.BrC1=CC=C(C=C1)\N=C(/N)\SCC1=C(C=C(C=C1)F)CSC(N)=NC1=CC=C(C=C1)Br (4-fluoro-1,2-phenylene)bis(methylene) (E,E)-bis(N'-(4-bromophenyl)carbamimidothioate) dihydrobromide